O1CC(CC1)N1N=CC(=C1)B1OC(C)(C)C(C)(C)O1 1-(oxolan-3-yl)-1H-pyrazol-4-boronic acid pinacol ester